ClC1=C(C=CC(=C1)C)CC(C(=O)Cl)C 3-(2-chloro-4-methylphenyl)-2-methylpropanoyl chloride